(5-methyl-1H-pyrazol-3-yl)pyrimidin CC1=CC(=NN1)C1=NC=CC=N1